hexadec-2-yn-1-ol C(C#CCCCCCCCCCCCCC)O